C(=O)=C1C(CN(CC1)C(=O)OC)C(=O)OC dimethyl 4-carbonylpiperidine-1,3-dicarboxylate